CSC=1N=C(C=2N=CN([C@H]3[C@H](O)[C@H](O)[C@@H](CO)O3)C2N1)N(C(NC([C@@H](N)C(C)C)=O)=O)O 2-methylsulfanyl-N6-hydroxy-N-valylcarbamoyl-adenosine